(S)-1-(2-((S)-3-(Benzo[b]thiophen-4-ylamino)pyrrolidin-1-yl)acetyl)pyrrolidin-2-carbonitril S1C2=C(C=C1)C(=CC=C2)N[C@@H]2CN(CC2)CC(=O)N2[C@@H](CCC2)C#N